1-[2-methoxy-4-(trifluoromethyl)phenyl]-N-[(3R)-1-methylpiperidin-3-yl]pyrido[3,4-d]pyridazin-4-amine formate C(=O)O.COC1=C(C=CC(=C1)C(F)(F)F)C1=C2C(=C(N=N1)N[C@H]1CN(CCC1)C)C=NC=C2